C(C1=CC=CC=C1)(C1=CC=CC=C1)N1CC(CC(C1)Cl)NC=1C=C2C(N(C(C2=CC1F)=O)C1C(NC(CC1)=O)=O)=O 5-((1-benzhydryl-5-chloropiperidin-3-yl)amino)-2-(2,6-dioxopiperidin-3-yl)-6-fluoroisoindoline-1,3-dione